C(CCCCCC)OC1=CC=C(C=C1)[C@H](CC(=O)O)C#CC (3S)-3-[4-(heptyloxy)phenyl]hex-4-ynoic acid